NC=1SC2=C(N1)C=CC(=C2)C=2C=NC=C(C(=O)O)C2 5-(2-aminobenzo[d]thiazol-6-yl)nicotinic acid